[N+](=O)([O-])C[C@]1([C@H]2[C@@H]3C[C@@H](CC[C@H]13)C2)CC(=O)OC(C)(C)C |r| (±)-tert-butyl 2-((1R,2R,3S,6R,8R)-2-(nitromethyl)tricyclo[4.2.1.03,8]nonan-2-yl)acetate